C(C)(CC)NO N-(sec-Butyl)hydroxylamin